(3-fluoro-2-(pyrimidin-2-yl)phenyl)((1S,4R,6R)-6-((6-(trifluoromethyl)pyridazin-3-yl)oxy)-2-azabicyclo[2.2.1]heptan-2-yl)methanone FC=1C(=C(C=CC1)C(=O)N1[C@@H]2[C@@H](C[C@H](C1)C2)OC=2N=NC(=CC2)C(F)(F)F)C2=NC=CC=N2